ethyl (5S)-2-(cyclopropanecarbonylamino)-5-[3-[[5-(difluoromethyl)-2-methyl-pyrazol-3-yl]amino]-1,2,4-triazol-4-yl]-4,5,6,7-tetrahydrobenzothiophene-3-carboxylate C1(CC1)C(=O)NC=1SC2=C(C1C(=O)OCC)C[C@H](CC2)N2C(=NN=C2)NC=2N(N=C(C2)C(F)F)C